CN([C@@H]1CC[C@H](CC1)C1(OC2=C(O1)C(=CC(=C2C)C(=O)NCC=2C(NC(=CC2SC)C)=O)C=2C=C1C=CN(C1=CC2)C)C)C 2-(trans-4-(dimethylamino)cyclohexyl)-2,4-dimethyl-7-(1-methyl-1H-indole-5-yl)-N-((6-methyl-4-(methylthio)-2-oxo-1,2-dihydropyridin-3-yl)methyl)benzo[d][1,3]dioxole-5-carboxamide